1,4-bis(dibutyl-hydroxysilyl)benzene C(CCC)[Si](C1=CC=C(C=C1)[Si](O)(CCCC)CCCC)(O)CCCC